BrCC(=O)N1CCC(CC1)NC1=NC=C(C(=N1)C1=CC(=CC=C1)C1=CC=CC=C1)Cl 2-bromo-1-[4-[[5-chloro-4-(3-phenylphenyl)pyrimidin-2-yl]amino]-1-piperidyl]ethanone